(S)-2-(4-(6-((4-chloro-2-fluorobenzyl)oxy)pyridin-2-yl)-2-fluorobenzyl)-1-(oxetan-2-ylmethyl)-1H-benzo[d]imidazole-6-carboxylic acid tert-butyl ester C(C)(C)(C)OC(=O)C=1C=CC2=C(N(C(=N2)CC2=C(C=C(C=C2)C2=NC(=CC=C2)OCC2=C(C=C(C=C2)Cl)F)F)C[C@H]2OCC2)C1